N-(5-{[(1S,2S)-2-hydroxycyclohexyl]carbamoyl}-2-methylphenyl)-5-(2-methylprop-1-en-1-yl)pyridine-3-carboxamide O[C@@H]1[C@H](CCCC1)NC(=O)C=1C=CC(=C(C1)NC(=O)C=1C=NC=C(C1)C=C(C)C)C